7-hydroxy-8-(1-piperidinylmethyl)-3-acetylcoumarin oxime OC1=CC=C2C=C(C(OC2=C1CN1CCCCC1)=NO)C(C)=O